COC(=O)C1=CC(=CC(=C1)C(=O)O)C(=O)O 1,3,5-Benzenetricarboxylic acid monomethyl ester